trans-rac-2-(2-((tert-butyldimethylsilyl)oxy)cyclopropyl)isoindoline-1,3-dione [Si](C)(C)(C(C)(C)C)O[C@H]1[C@@H](C1)N1C(C2=CC=CC=C2C1=O)=O |r|